methyl 2,3-difluoro-4-methylbenzoate FC1=C(C(=O)OC)C=CC(=C1F)C